2-(2-((5-Bromo-2-((5-ethyl-2-methyl-4-(4-(4-methylpiperazin-1-yl)piperidin-1-yl)benzeneyl)amino)pyrimidin-4-yl)amino)-4-fluorophenyl)propan-2-ol BrC=1C(=NC(=NC1)NC1=C(C=C(C(=C1)CC)N1CCC(CC1)N1CCN(CC1)C)C)NC1=C(C=CC(=C1)F)C(C)(C)O